N-(5-((R)-3-((5-chloro-4-(1H-indol-3-yl)pyrimidin-2-yl)amino)piperidin-1-yl)pentyl)-2-((2-(2,6-dioxopiperidin-3-yl)-1,3-dioxoisoindolin-4-yl)oxy)acetamide ClC=1C(=NC(=NC1)N[C@H]1CN(CCC1)CCCCCNC(COC1=C2C(N(C(C2=CC=C1)=O)C1C(NC(CC1)=O)=O)=O)=O)C1=CNC2=CC=CC=C12